BrC1=CC(=C(O[C@@H](C(=O)O)COC)C=C1)C1CC1 |r| (R)- and (S)-2-(4-bromo-2-cyclopropylphenoxy)-3-methoxypropanoic acid